1-(3-(3,6-difluoro-9H-carbazol-9-yl)-2-hydroxypropyl)-6-methylpiperidin-2-one FC=1C=CC=2N(C3=CC=C(C=C3C2C1)F)CC(CN1C(CCCC1C)=O)O